tert-butyl 6-methylsulfonyloxy-3-azabicyclo[3.1.1]heptane-3-carboxylate CS(=O)(=O)OC1C2CN(CC1C2)C(=O)OC(C)(C)C